dihydro-5H-thieno[3,2-b]pyran-2-carboxylic acid S1C(CC=2OCC=CC21)C(=O)O